6-(2-(benzyloxy)phenyl)-4-(3-methyl-1-(1,4-dioxaspiro[4.5]decan-8-yl)-1H-pyrazol-4-yl)pyridazin-3-amine C(C1=CC=CC=C1)OC1=C(C=CC=C1)C1=CC(=C(N=N1)N)C=1C(=NN(C1)C1CCC2(OCCO2)CC1)C